4-(aminomethyl)-3-fluoro-2-methylaniline dihydrochloride Cl.Cl.NCC1=C(C(=C(N)C=C1)C)F